C(CC)NCC1=CC=C(C=C1)[N+](=O)[O-] N-Propyl-4-nitrobenzylamin